CC1=NN2C(C(=CC(=C2)C=2C=NN(C2)C)O)=C1C#N 2-methyl-4-hydroxy-6-(1-methyl-1H-pyrazol-4-yl)pyrazolo[1,5-a]Pyridine-3-carbonitrile